ClC1=C(C=C(C=2C(=C3N(C12)CC[C@@H]3NC(CO)=O)C=3C=NNC3)OCC#N)Cl (S)-N-(5,6-Dichloro-8-(cyanomethoxy)-9-(1H-pyrazol-4-yl)-2,3-dihydro-1H-pyrrolo[1,2-a]indol-1-yl)-2-hydroxyacetamide